(R)-(4-(4-(difluoromethoxy)pyrazolo[1,5-a]pyridin-2-yl)-6,7-dihydro-1H-imidazo[4,5-c]pyridin-5(4H)-yl)(5-(3-fluoropyridin-2-yl)-1,3,4-oxadiazol-2-yl)methanone FC(OC=1C=2N(C=CC1)N=C(C2)[C@@H]2N(CCC1=C2N=CN1)C(=O)C=1OC(=NN1)C1=NC=CC=C1F)F